COC=1C=NC(=NC1)C1=NOC(=N1)N1CCC(CC1)C(=O)O 1-(3-(5-Methoxypyrimidin-2-yl)-1,2,4-oxadiazol-5-yl)piperidine-4-carboxylic acid